ClC=1C=C2C(CCN(C2=CC1)CCCCC1=CC(=NO1)C(=O)NO)(C)C 5-(4-(6-chloro-4,4-dimethyl-3,4-dihydroquinolin-1(2H)-yl)butyl)-N-hydroxyisoxazole-3-carboxamide